5-chloro-N1,2-dimethyl-N1-phenylbenzene-1,3-diamine ClC=1C=C(C(=C(C1)N(C1=CC=CC=C1)C)C)N